4-cyclohexyl-N-(1-isobutylpyrrolidin-3-yl)-3,4-dihydroquinoxaline-1(2H)-carboxamide C1(CCCCC1)N1CCN(C2=CC=CC=C12)C(=O)NC1CN(CC1)CC(C)C